CN(C)CCC1=CNC2=CC=C(C=C12)CN1N=CN=C1 N,N-dimethyl-2-[5-(1,2,4-triazol-1-yl-methyl)-1H-indol-3-yl]ethylamine